BrC=1N=C(C=C2C=CC=NC12)N 8-bromo-1,7-naphthyridin-6-amine